N1(CNCC1)[Ru](N1CNCC1)Cl bisimidazolidinyl-ruthenium chloride